methyl 2-(4-fluoro-3-hydroxyphenyl)acetate FC1=C(C=C(C=C1)CC(=O)OC)O